OC(CC(=O)O)(CC(=O)O)C 3-(hydroxy)-3-methylpentanedioic acid